pyrocarbonic acid C(O)(=O)OC(=O)O